tert-butyl 3-[3-chloro-5-(methanesulfonamidomethyl)phenyl]-2,7-dimethyl-5,7-dihydro-4H-pyrazolo[3,4-c]pyridine-6-carboxylate ClC=1C=C(C=C(C1)CNS(=O)(=O)C)C=1N(N=C2C(N(CCC21)C(=O)OC(C)(C)C)C)C